1,3-bis[2-(2-hydroxy-5-methylphenyl)-2-propyl]benzene OC1=C(C=C(C=C1)C)C(C)(C)C1=CC(=CC=C1)C(C)(C)C1=C(C=CC(=C1)C)O